C1(=C(C(=CC=C1)C(=O)O)C(=O)O)C1=C(C(=CC=C1)C(=O)O)C(=O)O 2,2',3,3'-biphenyl-tetracarboxylic acid